(1R,2R)-3-(2-([1,1'-biphenyl]-4-yl)acetamido)-1-((2R,3R,4S,6S)-4-acetoxy-3-(2-acetoxyacetamido)-6-(acetylthio)-6-(methoxycarbonyl)tetrahydro-2H-pyran-2-yl)propane-1,2-diyl diacetate C(C)(=O)O[C@H]([C@@H](CNC(CC1=CC=C(C=C1)C1=CC=CC=C1)=O)OC(C)=O)[C@@H]1O[C@](C[C@@H]([C@H]1NC(COC(C)=O)=O)OC(C)=O)(C(=O)OC)SC(C)=O